3-methyl-2-(2-methyl-2-butenyl)furan 2-ethylbutyl-(3S,4aR,6R,8aR)-6-{2-[1-(acetoxymethyl)-2H-tetraazol-5-yl]ethyl}perhydro-3-isoquinolinecarboxylate C(C)C(COC(=O)[C@H]1NC[C@@H]2CC[C@@H](C[C@@H]2C1)CCC1=NNNN1COC(C)=O)CC.CC1=C(OC=C1)CC(=CC)C